1-(4-(3-Chlorophenyl)-3,4-dihydroquinoxalin-1(2H)-yl)-3-(pyrrolidin-1-yl)propan-1-one ClC=1C=C(C=CC1)N1CCN(C2=CC=CC=C12)C(CCN1CCCC1)=O